C1(CCCCC1)CNCC1=C2C(=NC(=C1)C(=O)N)C(CC2)(C)C 4-(((cyclohexylmethyl)amino)methyl)-7,7-dimethyl-6,7-dihydro-5H-cyclopenta[b]pyridine-2-carboxamide